BrC=1N=NN(N1)CC1=CC=C(C=C1)C=C 5-bromo-2-(4-vinylbenzyl)-2H-tetrazole